BrCC=1C=C(SC1)C=1OC(=NN1)C(F)F 2-(4-(Bromomethyl)thiophen-2-yl)-5-(difluoromethyl)-1,3,4-oxadiazole